C12(CC3CC(CC(C1)C3)C2)C(C(=O)O)(C=2SC(=CC2)C)O 2-(adamantan-1-yl)-2-hydroxy-2-(5-methylthiophene-2-yl)acetic acid